p-ureido-phenylarsonic acid N(C(=O)N)C1=CC=C(C=C1)[As](O)(O)=O